N(C(=N)N)NC(=O)C=1C=C(C=CC1F)NC(C1=C(C=C(C=C1)C(F)(F)F)OC1=C(C=C(C=C1)F)C)=O N-(3-(guanidinocarbamoyl)-4-fluorophenyl)-2-(4-fluoro-2-methylphenoxy)-4-(trifluoromethyl)benzamide